(triisopropylsilyl) (pentyl) fumarate C(\C=C\C(=O)OCCCCC)(=O)O[Si](C(C)C)(C(C)C)C(C)C